[1-[[3-[[(4S)-chroman-4-yl]carbamoyl]-5-fluoro-phenyl]methyl]-4,4-diethyl-5-methyl-6-oxo-hexahydropyrimidin-2-ylidene]ammonium O1CC[C@@H](C2=CC=CC=C12)NC(=O)C=1C=C(C=C(C1)F)CN1C(NC(C(C1=O)C)(CC)CC)=[NH2+]